CC=1C=C(OCCOCCOCCOCCOCCOCCOCCOCCNC(OC(C)(C)C)=O)C=CC1B1OC(C(O1)(C)C)(C)C tert-butyl N-[2-[2-[2-[2-[2-[2-[2-[2-[3-methyl-4-(4,4,5,5-tetramethyl-1,3,2-dioxaborolan-2-yl)phenoxy]ethoxy]ethoxy]ethoxy]ethoxy]ethoxy]ethoxy]ethoxy]ethyl]carbamate